1-(4-methoxyphenyl)ethylamine COC1=CC=C(C=C1)C(C)N